chloro-2,4-dihydroxy-benzaldehyde ClC=1C(=C(C=O)C=CC1O)O